1-dichlorophosphoryloxyethane ClP(=O)(Cl)OCC